2-(((2R,3S,4R,5R)-5-(6-amino-2-chloro-9H-purin-9-yl)-3-ethynyl-3,4-dihydroxytetrahydrofuran-2-yl)methoxy)-2-(thiophen-2-ylmethyl)malonic acid NC1=C2N=CN(C2=NC(=N1)Cl)[C@H]1[C@@H]([C@@]([C@H](O1)COC(C(=O)O)(C(=O)O)CC=1SC=CC1)(O)C#C)O